2-Cyclopropyl-4-methyl-6-morpholin-4-yl-N-[[4-(trifluoromethyl)-phenyl]methyl]-pyridine-3-carboxylic acid amide C1(CC1)C1=NC(=CC(=C1C(=O)NCC1=CC=C(C=C1)C(F)(F)F)C)N1CCOCC1